FC(OC1=CC=C(C=N1)N1CC=2C(=NC=CC2C1=O)C1=C(C=C(C=C1)F)OCC(=O)N1CCOCC1)F 2-[6-(difluoromethoxy)pyridin-3-yl]-4-{4-fluoro-2-[2-(morpholin-4-yl)-2-oxoethoxy]phenyl}-2,3-dihydro-1H-pyrrolo[3,4-c]pyridin-1-one